CCCCCCCCCCCCCCCCCCCCCC normal docosane